OC1=CC(=C(C#N)C=C1)N1N=CC=C1 4-Hydroxy-2-(pyrazol-1-yl)benzonitrile